1-(3,3-difluorocyclobutyl)-N-{cis-3-[methyl-(7H-pyrrolo[2,3-d]pyrimidin-4-yl)amino]cyclobutyl}methanesulfonamide FC1(CC(C1)CS(=O)(=O)N[C@@H]1C[C@@H](C1)N(C=1C2=C(N=CN1)NC=C2)C)F